6-(3,3-diethoxypropyl)quinoline C(C)OC(CCC=1C=C2C=CC=NC2=CC1)OCC